3,6-bis(trifluoromethyl)benzyl alcohol FC(C=1C=C(CO)C(=CC1)C(F)(F)F)(F)F